C(C=C)(=O)N1C[C@@H](CCC1)N1N=C(C=2C1=NC=NC2N)C(=O)NC=2OC1=C(N2)C=C(C=C1)OC (R)-1-(1-acryloylpiperidin-3-yl)-4-amino-N-(5-methoxybenzo[d]oxazol-2-yl)-1H-pyrazolo[3,4-d]pyrimidine-3-carboxamide